4-(4-Fluoroazepin-1-yl)-6-(3-methoxyphenyl)pyrimidin-2-amine FC=1C=CN(C=CC1)C1=NC(=NC(=C1)C1=CC(=CC=C1)OC)N